4-(trifluoromethylthio)bromobenzene C1=CC(=CC=C1SC(F)(F)F)Br